CC1(CC1)NC(O[C@H]1C[C@H](CC1)C1=CC(=NN1)NC(CC1=NC=CC=C1C)=O)=O (1R,3S)-3-(3-{[(3-meth-ylpyridin-2-yl)acetyl]-amino}-1H-pyrazol-5-yl)cyclopentyl (1-methyl-cyclopropyl)carbamate